3,5-di-tert-butyl-4-hydroxybenzene methyl-propionate COC(CC)=O.C(C)(C)(C)C=1C=CC=C(C1O)C(C)(C)C